BrC1=C(C=C(C=C1)C=1CCOCC1)C1CC(NC1)=O 4-(2-bromo-5-(3,6-dihydro-2H-pyran-4-yl)phenyl)pyrrolidin-2-one